(4-amino-1-methyl-1H-pyrazolo[4,3-c][1,7]naphthyridin-8-yl)((4aS,9aR)-7-cyclopropyl-2,3,9,9a-tetrahydroindeno[2,1-b][1,4]oxazin-4(4aH)-yl)methanone NC1=NC=2C=NC(=CC2C2=C1C=NN2C)C(=O)N2[C@@H]1[C@H](OCC2)CC=2C=C(C=CC21)C2CC2